FC=1C(=NC(=NC1)NC1=CC=C(C=C1)S(=O)(C)=N)N1CC(OC[C@@H]1C)(C)C (4-((5-fluoro-4-((S)-2,2,5-trimethylmorpholino)pyrimidin-2-yl)amino)phenyl)(imino)(methyl)-λ6-sulfanone